FC1=CC=C(C=C1)N1C(C(=CC=C1)C(=O)NC1=CC=C(C=N1)OC1=CC=NC2=CN=C(C=C12)C(=O)NC1CCN(CC1)C)=O 4-[[6-[[1-(4-fluorophenyl)-2-oxo-pyridine-3-carbonyl]amino]-3-pyridyl]oxy]-N-(1-methyl-4-piperidyl)-1,7-naphthyridine-6-carboxamide